allyl N-[(3R)-5-[(4-chlorophenyl)methyl]-8-fluoro-7-(6-methyl-5-phenyl-1,2,4-triazin-3-yl)-4-oxo-2,3-dihydro-1,5-benzothiazepin-3-yl]carbamate ClC1=CC=C(C=C1)CN1C([C@H](CSC2=C1C=C(C(=C2)F)C=2N=NC(=C(N2)C2=CC=CC=C2)C)NC(OCC=C)=O)=O